C(C)C(COC(C1=CC=C(C(=O)OCC(CCCC)CC)C=C1)=O)CCCC.C(C1=CC=C(C(=O)OCC(CCCC)CC)C=C1)(=O)OCC(CCCC)CC di(2-ethylhexyl) terephthalate bis(2-ethylhexyl)terephthalate